6-(3-(m-tolyl)azetidin-1-yl)quinoline-4-carboxylic acid ethyl ester C(C)OC(=O)C1=CC=NC2=CC=C(C=C12)N1CC(C1)C=1C=C(C=CC1)C